((1S,2S,4R) and (1R,2R,4S)-4-((tert-Butoxycarbonyl)oxy)cyclohexane-1,2-diyl)bis(methylene) dimethanesulfonate CS(=O)(=O)OC[C@@H]1[C@H](C[C@@H](CC1)OC(=O)OC(C)(C)C)COS(=O)(=O)C |r|